1-(4-(8-cyclopentyl-3-methoxy-6,7-dihydro-5H-benzo[7]annulen-9-yl)phenyl)-4-(dimethoxymethyl)piperidine C1(CCCC1)C=1CCCC2=C(C1C1=CC=C(C=C1)N1CCC(CC1)C(OC)OC)C=CC(=C2)OC